[O-2].[Gd+3].[O-2].[O-2].[Gd+3] gadolinium (III)-oxide